4-(2-(2,4-difluorophenoxy)-5-(ethylsulfonamido)phenyl)-6-methyl-2,3-dihydro-1H-pyrrolo[2,3-b]pyridine 7-oxide FC1=C(OC2=C(C=C(C=C2)NS(=O)(=O)CC)C2=C3C(=[N+](C(=C2)C)[O-])NCC3)C=CC(=C1)F